SCC[Si](OCC)(OCC)C mercaptoethyl-methyl-diethoxysilane